(5-cyclopropyl-7-fluoro-3,3-dimethyl-2-oxoindol-1-yl)acetic acid C1(CC1)C=1C=C2C(C(N(C2=C(C1)F)CC(=O)O)=O)(C)C